2-(3,5-dichloro-1-methyl-indazol-4-yl)-1-[(1S,3R)-3-(hydroxymethyl)-1-methyl-5-(1-methylpyrazol-4-yl)-3,4-dihydro-1H-isoquinolin-2-yl]ethanone ClC1=NN(C2=CC=C(C(=C12)CC(=O)N1[C@H](C2=CC=CC(=C2C[C@@H]1CO)C=1C=NN(C1)C)C)Cl)C